C1=CC=CC=2C=CC=3C=CC=CC3C21 cyclohexanaphthalene